1-(6-chloropyridin-2-yl)-2-methyl-6-[1-(2,2,3,3,3-penta-fluoropropyl)-1H-pyrazol-4-yl]-7-(trifluoromethyl)-1H,5H-imidazo[1,2-a]pyrimidin-5-one ClC1=CC=CC(=N1)N1C(=CN2C1=NC(=C(C2=O)C=2C=NN(C2)CC(C(F)(F)F)(F)F)C(F)(F)F)C